C1(=CC=CC=C1)C1=CC=C(C=C1)C1=C(C(=CC=C1)C1=CC=C(C=C1)C1=CC=CC=C1)N [1,1':4',1'':3'',1''':4''',1''''-quinquephenyl]-2''-amine